C(CCC)NC1CCCN2CCCN=C2C1NCCCC 5,6-dibutylamino-1,8-diazabicyclo(5.4.0)-undec-7-ene